OCCC=1C(N=C2C=CC=CC12)=O 3-(2-hydroxyethyl)indol-2-one